(E)-3-((2-((4-methoxyphenyl)sulfonyl)hydrazono)methyl)azetidine-1-carboxylic acid tert-butyl ester C(C)(C)(C)OC(=O)N1CC(C1)/C=N/NS(=O)(=O)C1=CC=C(C=C1)OC